1-(3-(3-chlorophenyl)prop-2-yn-1-yl)-4-(5-(difluoromethyl)-1,3,4-oxadiazol-2-yl)pyrimidin-2(1H)-one ClC=1C=C(C=CC1)C#CCN1C(N=C(C=C1)C=1OC(=NN1)C(F)F)=O